N-(4-(5-(2-Cyclopropyl-6-methylpyrimidin-4-yl)-1,3,4-oxadiazol-2-yl)-3-(6-azaspiro[2.5]octan-6-yl)phenyl)-2-hydroxyethane-1-sulfonamide C1(CC1)C1=NC(=CC(=N1)C1=NN=C(O1)C1=C(C=C(C=C1)NS(=O)(=O)CCO)N1CCC2(CC2)CC1)C